ethyl 2-{[6-(cyclopropylmethoxy)-5-(3-methoxyazetidin-1-yl)pyridine-2-carbonyl]amino}-2-ethyl-4-fluorobutanoate C1(CC1)COC1=C(C=CC(=N1)C(=O)NC(C(=O)OCC)(CCF)CC)N1CC(C1)OC